OC(CN1C(=NCC1)C)COCCCC 1-(2-hydroxy-3-butoxypropyl)-2-methylimidazoline